(R)-N-(2-(4-Cyanothiazolidin-3-yl)-2-oxoethyl)-6-(2-oxopiperidin-1-yl)-quinoline-4-carboxamide C(#N)[C@H]1N(CSC1)C(CNC(=O)C1=CC=NC2=CC=C(C=C12)N1C(CCCC1)=O)=O